6-methylpyridine-carboxamide CC1=CC=CC(=N1)C(=O)N